ClCCC1=C(N=CS1)C 5-(2-chloroethyl)-4-methylthiazole